S(=O)([O-])OS(=O)[O-].[K+].[K+].ClC=1C(=CC(=C(C1)S(=O)(=O)NC=1SC=CN1)F)N[C@H](COC)C1=CC=CC=C1 (S)-5-chloro-2-fluoro-4-(2-methoxy-1-phenylethylamino)-N-(thiazol-2-yl)benzenesulfonamide Dikalium disulfit